ClC(C1=NC(=NC(=N1)C(Cl)(Cl)Cl)C=CC=1OC=CC1)(Cl)Cl 2,4-bis(trichloromethyl)-6-[2-(2-furyl)vinyl]-s-triazine